C(C)(C)(C)C1=NC(=NO1)C(=O)NCC1=C(C=C(C=C1)C1=NC=NN2C1=CC(=C2)C2=CC=C(C=C2)CCCCC2=CC=C(C=C2)NC2C(NC(CC2)=O)=O)C 5-tert-butyl-N-[[4-[6-[4-[4-[4-[(2,6-dioxo-3-piperidyl)amino]phenyl]butyl]phenyl]pyrrolo[2,1-f][1,2,4]triazin-4-yl]-2-methyl-phenyl]methyl]-1,2,4-oxadiazole-3-carboxamide